N-((8-fluoroquinoxalin-6-yl)methyl)-5-methyl-4-(piperazin-1-yl)pyridin-3-amine FC=1C=C(C=C2N=CC=NC12)CNC=1C=NC=C(C1N1CCNCC1)C